ClC1=CC=C2CCC=3C(=NOC3C2=C1)N 8-chloro-4,5-dihydronaphtho[2,1-d]isoxazol-3-amine